2-ethoxy-5-(pentafluorosulfanyl)benzaldehyde C(C)OC1=C(C=O)C=C(C=C1)S(F)(F)(F)(F)F